FC(C[C@@]1(OC2=C(C1)C=C(C(=C2)N2CCOCC2)NC(=O)C=2C=NN1C2N=CC=C1)C)F (R)-N-(2-(2,2-difluoroethyl)-2-methyl-6-morpholino-2,3-dihydrobenzofuran-5-yl)pyrazolo[1,5-a]pyrimidine-3-carboxamide